tert-butyl (S)-4-(6,7-dichloro-2-((((S)-1-methylpyrrolidin-2-yl) methyl) amino) pyrido[2,3-d]pyrimidin-4-yl)-3-methylpiperazine-1-carboxylate ClC1=CC2=C(N=C(N=C2N2[C@H](CN(CC2)C(=O)OC(C)(C)C)C)NC[C@H]2N(CCC2)C)N=C1Cl